2-(2-methoxy-3-pyridinyl)-5,5-dimethyl-azepan COC1=NC=CC=C1C1NCCC(CC1)(C)C